6-methoxy-2-methyl-N-(1-(1-(methylsulfonyl)piperidin-3-yl)-1H-pyrazolo[3,4-d]pyrimidin-6-yl)-1,2,3,4-tetrahydroisoquinolin-7-amine COC=1C=C2CCN(CC2=CC1NC1=NC=C2C(=N1)N(N=C2)C2CN(CCC2)S(=O)(=O)C)C